Cl.ClC=1C(=NC(=NC1)NC1=C(C=C(C=C1)C(=O)N1CCNCC1)OC)NC (4-((5-chloro-4-(methylamino)pyrimidin-2-yl)amino)-3-methoxyphenyl)(piperazin-1-yl)methanone hydrochloride